[Ca].O=N[C@@H]([C@@H](C)CC)C(=O)O ketoisoleucine calcium